2-chloro-3-nitro-4-(1-(tetrahydro-2H-pyran-2-yl)-1H-pyrazol-3-yl)pyridine di-tert-butyl-5-((di-tert-butoxyphosphoryl)oxy)-4-(4-hydroxy-2-methylbutan-2-yl)isophthalate C(C)(C)(C)OC(C1=CC(C(=O)OC(C)(C)C)=C(C(=C1)OP(=O)(OC(C)(C)C)OC(C)(C)C)C(C)(CCO)C)=O.ClC1=NC=CC(=C1[N+](=O)[O-])C1=NN(C=C1)C1OCCCC1